butyl-ethyl-propane-1,3-diol C(CCC)C(CCO)(O)CC